(2S)-2-(2,2-dimethylpropoxycarbonylamino)-4-[2-phenoxyethyl-[4-(5,6,7,8-tetrahydro-1,8-naphthyridin-2-yl)butyl]amino]butanoic acid CC(COC(=O)N[C@H](C(=O)O)CCN(CCCCC1=NC=2NCCCC2C=C1)CCOC1=CC=CC=C1)(C)C